ethyl 7-bromo-6-chloro-3-(3-((3-((4-methoxybenzyl) thio) naphthalen-1-yl) oxy) propyl)-1H-indole-2-carboxylate BrC=1C(=CC=C2C(=C(NC12)C(=O)OCC)CCCOC1=CC(=CC2=CC=CC=C12)SCC1=CC=C(C=C1)OC)Cl